C(C)(C)(C)OC(=O)N1CC2(C1)CCN(CC2)C2=C(C=C(C(=C2)OC)[N+](=O)[O-])C=2C=NN(C2)C 7-(5-methoxy-2-(1-methyl-1H-pyrazol-4-yl)-4-nitrophenyl)-2,7-diazaspiro[3.5]nonane-2-carboxylic acid tert-butyl ester